N-(6-Chloro-1,3-benzothiazol-2-yl)-5-methylbicyclo[3.3.1]nonan-1-carboxamid ClC1=CC2=C(N=C(S2)NC(=O)C23CCCC(CCC2)(C3)C)C=C1